2-Chloro-N-(2-{[4-(isoquinolin-5-ylamino)-6-(methylamino)-1,3,5-triazacyclohexan-2-yl](methyl)amino}ethyl)-N-methylacetamide ClCC(=O)N(C)CCN(C)C1NC(NC(N1)NC1=C2C=CN=CC2=CC=C1)NC